2-(3'-ethoxy-4'-(7-oxo-6,7-dihydro-3H-[1,2,3]triazolo[4,5-d]pyrimidin-5-yl)-[1,1'-biphenyl]-4-yl)acetic acid C(C)OC=1C=C(C=CC1C=1NC(C2=C(N1)NN=N2)=O)C2=CC=C(C=C2)CC(=O)O